1-(pyridazin-3-yl)-5-(trifluoromethyl)-1H-pyrazole-4-carboxylic acid ethyl ester C(C)OC(=O)C=1C=NN(C1C(F)(F)F)C=1N=NC=CC1